C1(CC1)COC1=NC(=NC=C1C(=O)NC1=C(C=CC=C1Cl)Cl)SC 4-(cyclopropylmethoxy)-N-(2,6-dichlorophenyl)-2-(methylsulfanyl)pyrimidine-5-carboxamide